C(C)(C)(C)OC([C@@H](N)CC1=CC=CC=C1)=O O-tert-butylphenylalanine